1-(3-methoxyphenyl)methansulfonamid COC=1C=C(C=CC1)CS(=O)(=O)N